C1(CCCCC1)C(C1=CC=C2C=CC=NC2=C1O)NC=1SC=CN1 7-[cyclohexyl-(thiazol-2-ylamino)methyl]quinolin-8-ol